BrC1=NNC2=C1CN(CC2)C(=O)OC(C)(C)C tert-butyl 3-bromo-1,4,6,7-tetrahydro-5H-pyrazolo[4,3-c]pyridine-5-carboxylate